3-fluoro-2-hydroxy-5-(2-(3-(pyrrolidin-1-yl)phenyl)thiazol-5-yl)benzaldehyde FC=1C(=C(C=O)C=C(C1)C1=CN=C(S1)C1=CC(=CC=C1)N1CCCC1)O